CC1N(CCNC1)CC(CC)N 2-methyl-1-(2-aminobutyl)piperazine